2-chloro-5-(1-(2,6-dichloro-4-(perfluoropropan-2-yl)phenyl)-1H-pyrazol-4-yl)nicotinic acid chloride ClC1=C(C(=O)Cl)C=C(C=N1)C=1C=NN(C1)C1=C(C=C(C=C1Cl)C(C(F)(F)F)(C(F)(F)F)F)Cl